O=C1NC(CCC1N1C(N(C2=C1C=CC=C2CC2CC(C2)OC2CCN(CC2)C(=O)OCC2=CC=CC=C2)C)=O)=O 1-Benzyl 4-[3-[[1-(2,6-dioxo-3-piperidyl)-3-methyl-2-oxo-benzimidazol-4-yl]methyl]cyclobutoxy]piperidine-1-carboxylate